BrC=1C(=NN(C1C)C(=O)OC(C)(C)C)C(=O)OCC 1-(tert-butyl) 3-ethyl 4-bromo-5-methyl-1H-pyrazole-1,3-dicarboxylate